C1(CC1)C1=C(C=CC(=C1)OC)C=1N(C(C2=C(N1)SC1=C2C=CC=C1NC(C)=O)=O)CC1=CN=CO1 N-(2-(2-cyclopropyl-4-methoxyphenyl)-3-(oxazol-5-ylmethyl)-4-oxo-3,4-dihydrobenzo[4,5]thieno[2,3-d]pyrimidin-8-yl)acetamide